[C@H]12CC[C@@H](C1NC1=NC=CC(=N1)C1=CC3=C(N(N=C3C=C1)C)C(C)C)C2 N-((1R,4R)-bicyclo[2.1.1]hexan-5-yl)-4-(3-isopropyl-2-methyl-2H-indazol-5-yl)pyrimidin-2-amine